C1(CCCCC1)C1=CN=C(S1)N1C([C@H]2CNCC[C@H]2C1)=O (3aR,7aR)-2-(5-Cyclohexylthiazol-2-yl)-3-oxooctahydro-5H-pyrrolo[3,4-c]pyridin